(3R*,4R*)-1-Cyclohexyl-4-{[5-(2,4-difluoro-phenyl)-isoxazole-3-carbonyl]-amino}-piperidine-3-carboxylic acid (1-methyl-1H-pyrazol-3-ylmethyl)-amide CN1N=C(C=C1)CNC(=O)[C@@H]1CN(CC[C@H]1NC(=O)C1=NOC(=C1)C1=C(C=C(C=C1)F)F)C1CCCCC1 |o1:10,15|